NC=1NC(C=2N=CN(C2N1)[C@H]1[C@@H]([C@@H]([C@H](O1)CNC(CC)=O)O)O)=O N-[[(2R,3S,4R,5R)-5-(2-amino-6-oxo-1H-purin-9-yl)-3,4-dihydroxy-tetrahydrofuran-2-yl]-methyl]propanamide